CC(C(=O)OC[C@@H]1[C@H]([C@H]([C@@H](O1)C1=CNC(=O)NC1=O)O)O)C1=CC(=CC(=C1)OS(=O)(=O)C(F)(F)F)OCC1=CC=CC=C1 pseudouridine methyl-[3-benzyloxy-5-trifluoromethanesulfonyloxyphenyl]acetate